sodium citrate, sodium salt [Na+].C(CC(O)(C(=O)O)CC(=O)[O-])(=O)[O-].[Na+]